[Li].[Ni].[Li] lithium-nickel lithium